NCCOC1=NC(=C2N=C(N(C2=N1)C1=CC=C(C=C1)Cl)C1=C(C=CC=C1)Cl)N1CCC(CC1)(C(=O)N)C 1-[2-(2-aminoethoxy)-8-(2-chlorophenyl)-9-(4-chlorophenyl)purin-6-yl]-4-methyl-piperidine-4-carboxamide